BrC=1C(=CC2=C(OCCO2)C1)NC=C1C(OC(OC1=O)(C)C)=O 5-(((7-bromo-2,3-dihydrobenzo[b][1,4]dioxin-6-yl)amino)methylene)-2,2-dimethyl-1,3-dioxane-4,6-dione